C(C)(C)(C)OC(CCCOC1=C(C=CC(=C1F)N1C(C=CC1=O)=O)CCC(=O)O)=O 3-(2-(4-(tert-butoxy)-4-oxobutoxy)-4-(2,5-dioxo-2,5-dihydro-1H-pyrrol-1-yl)-3-fluorophenyl)propanoic acid